C1(CC1)C=1C=CC=2N(C1)C=C(N2)CNC2=CC(=NC=C2)NC(=O)[C@@H]2[C@H](C2)C2=CC(=NC(=C2)OC)NC(OC(C)(C)C)=O |r| rac-tert-butyl (4-((1S*,2S*)-2-((4-(((6-cyclopropylimidazo[1,2-a]pyridin-2-yl)methyl)amino)pyridin-2-yl)carbamoyl)cyclopropyl)-6-methoxypyridin-2-yl)carbamate